Tert-Butyl 3-(4-hydroxypyridin-3-yl)azetidine-1-carboxylate OC1=C(C=NC=C1)C1CN(C1)C(=O)OC(C)(C)C